ClC1=C(C(=C(C2=C(C(=C(C(=C12)Cl)Cl)Cl)Cl)Cl)Cl)Cl 1,2,3,4,5,6,7,8-Octachloronaphthalene